4-(4-fluorophenyl)-3-isopropenyl-7-methoxy-quinoline FC1=CC=C(C=C1)C1=C(C=NC2=CC(=CC=C12)OC)C(=C)C